tert-butyl 4-(4-((4-phenoxyphenyl)amino)pyrido[3,2-d]pyrimidin-6-yl)piperidine-1-carboxylate O(C1=CC=CC=C1)C1=CC=C(C=C1)NC=1C2=C(N=CN1)C=CC(=N2)C2CCN(CC2)C(=O)OC(C)(C)C